C(N)(O[C@H](C(=O)N1CC(CC1)O)C(C)(C)C)=O (S)-(tert-butyl 2-(3-hydroxypyrrolidin-1-yl)-2-oxoethyl) carbamate